3-methylenehexan-2-ol C=C(C(C)O)CCC